C(C)OC(=O)C1(CC(=NO1)C1=C(C=C(C(=C1)[N+](=O)[O-])F)Cl)C (2-chloro-4-fluoro-5-nitro-phenyl)-5-methyl-4H-isoxazole-5-carboxylic acid ethyl ester